CC1(C(NC2=CC=CC=C2C1NC1=C(C=CC=C1)C)=O)C 3,3-Dimethyl-4-(o-tolylamino)-3,4-dihydroquinolin-2(1H)-one